5-methyl-5-allyloxycarbonyl-1,3-dioxane CC1(COCOC1)C(=O)OCC=C